P(=O)(OCCCCCCCCCCCCCCCC)([O-])[O-] mono(n-hexadecyl) phosphate